4-(4-bromo-1H-1,3-benzodiazol-2-yl)butan-1-ol BrC1=CC=CC=2NC(=NC21)CCCCO